3-{3-methyl-2-oxo-4-[2-(piperidin-4-yl)ethynyl]-1,3-benzodiazol-1-yl}piperidine-2,6-dione CN1C(N(C2=C1C(=CC=C2)C#CC2CCNCC2)C2C(NC(CC2)=O)=O)=O